8-(2-Hydroxycyclopentyl)-2-((4-(4-methylpiperazin-1-yl)phenyl)amino)-5-((triisopropylsilyl)ethynyl)pyrido[2,3-d]pyrimidin-7(8H)-one OC1C(CCC1)N1C(C=C(C2=C1N=C(N=C2)NC2=CC=C(C=C2)N2CCN(CC2)C)C#C[Si](C(C)C)(C(C)C)C(C)C)=O